C(CCC)N1N=C2C(=N1)C(=CC=C2Br)Br 2-n-butyl-4,7-dibromobenzotriazol